Cyclopentyl-(diphenyl)phosphane (R)-methyl-1-(2-chlorophenyl)-2-oxocyclohexylmethylcarbamate CN(C(O)=O)C[C@]1(C(CCCC1)=O)C1=C(C=CC=C1)Cl.C1(CCCC1)P(C1=CC=CC=C1)C1=CC=CC=C1